CC=1N=C(SC1C1=NC(=NC=C1)NC)NC(=O)NC1=CC(=CC=C1)OC(F)(F)F 1-(4-Methyl-5-(2-(methylamino)pyrimidin-4-yl)thiazol-2-yl)-3-(3-(trifluoromethoxy)phenyl)urea